N,N-diphenyl-4-(pyridin-4-yl)aniline C1(=CC=CC=C1)N(C1=CC=C(C=C1)C1=CC=NC=C1)C1=CC=CC=C1